ClC=1C=C(C=CC1)CC1(CCC2(C(CC3=CC=CC=C23)C[C@H](COC2=CC=NC=3CCC[C@@H](C23)C)C)CC1)C(=O)O 4-[(3-chlorophenyl)methyl]-2'-[(2R)-2-methyl-3-{[(5S)-5-methyl-5,6,7,8-tetrahydroquinolin-4-yl]oxy}propyl]-2',3'-dihydrospiro[cyclohexane-1,1'-indene]-4-carboxylic acid